1-methyl-8-(4-n-butyl-phenyl)quinoline CN1CC=CC2=CC=CC(=C12)C1=CC=C(C=C1)CCCC